F[C@H]1CC[C@H](CCC1)[C@@H](C(=O)NC1=CC=C(C=C1)C=1C(=[N+](C=CC1C)[O-])C)NC(=O)C1=CC=NN1C 3-(4-((S)-2-((1S,4R)-4-fluorocycloheptyl)-2-(1-methyl-1H-pyrazole-5-carboxamido)acetamido)phenyl)-2,4-dimethylpyridine 1-oxide